FC=1C=C(CNC2=CN=C3N(C2=O)[C@@H](CC3)C(=O)NCC=3C=CC(=NC3C)NC(OC(C)(C)C)=O)C=CC1 tert-butyl (S)-(5-((3-((3-fluorobenzyl)amino)-4-oxo-4,6,7,8-tetrahydropyrrolo[1,2-a]pyrimidine-6-carboxamido)methyl)-6-methylpyridin-2-yl)carbamate